2-amino-3-(7-(trifluoromethyl)thieno[3,2-b]pyridine-2-carboxamido)propanoate NC(C(=O)[O-])CNC(=O)C1=CC2=NC=CC(=C2S1)C(F)(F)F